3-[3-methyl-4-[methyl(4-piperidyl)amino]-2-oxo-benzimidazol-1-yl]piperidine-2,6-dione CN1C(N(C2=C1C(=CC=C2)N(C2CCNCC2)C)C2C(NC(CC2)=O)=O)=O